N-(4-((R)-3-(((R) or (S)-1-(3-chlorophenyl)propan-2-yl)amino)-2-hydroxypropoxy)phenyl)-N-methylmethanesulfonamide ClC=1C=C(C=CC1)C[C@@H](C)NC[C@H](COC1=CC=C(C=C1)N(S(=O)(=O)C)C)O |o1:8|